C1CC12NCC[C@@H](C2)N2CCC1=C2N=NC(=C1)C=1C=C2CCC(C2=CC1O)=O 5-{7-[(7S)-4-azaspiro[2.5]oct-7-yl]-6,7-dihydro-5H-pyrrolo[2,3-c]pyridazin-3-yl}-6-hydroxy-2,3-dihydro-1H-inden-1-one